5-(2,4-difluorophenyl)-2-(((2-(dimethylamino)ethyl)amino)methylene)cyclohexane-1,3-dione FC1=C(C=CC(=C1)F)C1CC(C(C(C1)=O)=CNCCN(C)C)=O